3-(5-(6-((4'-fluoro-5,5-dimethyl-3,4,5,6-tetrahydro-[1,1'-biphenyl]-2-yl)methyl)-2,6-diazaspiro[3.3]heptane-2-carbonyl)-1-oxoisoindolin-2-yl)piperidine-2,6-dione FC1=CC=C(C=C1)C1=C(CCC(C1)(C)C)CN1CC2(CN(C2)C(=O)C=2C=C3CN(C(C3=CC2)=O)C2C(NC(CC2)=O)=O)C1